(S)-10-((5-Chloro-2-(3-fluoro-3-methylazetidin-1-yl)pyrimidin-4-yl)amino)-2-cyclopropyl-3,3-difluoro-7-methyl-1,2,3,4-tetrahydro-[1,4]oxazepino[2,3-c]chinolin-6(7H)-on ClC=1C(=NC(=NC1)N1CC(C1)(C)F)NC1=CC=2C3=C(C(N(C2C=C1)C)=O)OCC([C@@H](N3)C3CC3)(F)F